C1CCN2CCCC12 tetrahydro-2H-pyrrolizine